CC1=C(C(=O)NC=2SC(=CN2)[N+](=O)[O-])C=CC(=C1)[N+](=O)[O-] 2-Methyl-4-nitro-N-(5-nitrothiazol-2-yl)benzamide